FC=1C=C(C#N)C=C(C1)NC=1C=NN(C1)C 3-fluoro-5-((1-methyl-1H-pyrazol-4-yl)amino)benzonitrile